2-(3,5-difluorophenoxy)-8-fluoro-5-iodobicyclo[4.2.0]octa-1,3,5-triene-7-ol FC=1C=C(OC2=C3C(C(C3=C(C=C2)I)O)F)C=C(C1)F